C1(CC1)C1=CC=C(C=C1)C(CN1CCC(CC1)(C(=O)OC)CC(=O)N(C1=CC=CC=C1)C1CC(CCC1)(F)F)C methyl 1-[2-(4-cyclopropylphenyl) propyl]-4-[2-(N-[3,3-difluorocyclohexyl] anilino)-2-oxo-ethyl]piperidine-4-carboxylate